styryl-phenyl-phosphinic acid C(=CC1=CC=CC=C1)P(O)(=O)C1=CC=CC=C1